ethylenediamine, lithium salt [Li].C(CN)N